4-{4-[(2-Bromophenyl)methoxy]-3-methoxyphenyl}-2H,4H,5H,6H,7H-pyrazolo[3,4-b]pyridin-6-one BrC1=C(C=CC=C1)COC1=C(C=C(C=C1)C1C=2C(NC(C1)=O)=NNC2)OC